tert-Butyl (R)-3-(2-(((R)-2-(5-fluoropyridin-3-yl)-2-hydroxyethyl)-amino)-2-methylpropyl)pyrrolidine-1-carboxylate FC=1C=C(C=NC1)[C@H](CNC(C[C@@H]1CN(CC1)C(=O)OC(C)(C)C)(C)C)O